ClC1=CC=C(S1)CSC1=C(C(=NN1C(C1=C(C=CC=C1)OC)=O)C1C(C(N(CC1)C(CN1CCOCC1)=O)=O)C(F)(F)F)C 4-(5-{[(5-Chlorothiophen-2-yl)methyl]sulfanyl}-1-(2-methoxybenzoyl)-4-methyl-1H-pyrazol-3-yl)-1-[2-(morpholin-4-yl)acetyl]-3-(trifluoromethyl)piperidin-2-on